C(N)(OC1=CC=C2C(=C1)CN(C(C21CCN(CC1)C1CCC(CC1)C(C)C)=O)CCN)=O 2-(2-amino-ethyl)-1'-((1s,4s)-4-isopropyl-cyclohexyl)-3-oxo-2,3-dihydro-1H-spiro[isoquinoline-4,4'-piperidin]-7-yl carbamate